(3-(4-Aminopyrimidin-2-yl)bicyclo[1.1.1]pent-1-yl)methanol NC1=NC(=NC=C1)C12CC(C1)(C2)CO